[N+](=O)([O-])C=1C=C(C(=O)N[C@H](C(=O)O)C2=CC=CC=C2)C=C(C1)[N+](=O)[O-] (2S)-[(3,5-dinitrobenzoyl)amino](phenyl)acetic acid